ClC=1C(=CSC1)CN1C(C(C2=CC=C(C=C12)C(=O)NC1=CNC2=CC=CC=C12)(C)C)=O 1-((4-chlorothien-3-yl)methyl)-N-(1H-indol-3-yl)-3,3-dimethyl-2-oxoindoline-6-carboxamide